C1=CC(=C(C=C1C(=O)O)C2=C3C=C(C(=O)C=C3OC4=C2C=C(C(=C4)O)CCC(=O)O)CCC(=O)O)C(=O)O The molecule is a 2',7'-bis-(2-carboxyethyl)carboxyfluorescein compound having a carboxy substituent in the 6-position. It has a role as a fluorochrome. It derives from a fluorescein.